3-(4-(2-(1-aminopiperidin-4-yl)-2,7-diazaspiro[3.5]nonan-7-yl)-3-methyl-2-oxo-2,3-dihydro-1H-benzo[d]imidazol-1-yl)piperidine-2,6-dione NN1CCC(CC1)N1CC2(C1)CCN(CC2)C2=CC=CC=1N(C(N(C12)C)=O)C1C(NC(CC1)=O)=O